N1C=CC=2C1=NC=C(C2)OC2=C(C(=O)OC(C)(C)C)C=CC(=C2)N2CCN(CC2)CC2=C(CC(CC2)(C)C)C21CC(C2)(C1)F tert-Butyl 2-(1H-pyrrolo[2,3-b]pyridin-5-yl-oxy)-4-(4-((2-(3-fluorobicyclo[1.1.1]pentan-1-yl)-4,4-dimethylcyclohex-1-en-yl)methyl)piperazin-1-yl)benzoate